C(C)(C)(C)OC(=O)N1CCN(CC1)C(=O)C=1C=C2C(=C(NC2=CC1)C1=CC(=C(C=C1)OC)OC)CC 4-(2-(3,4-Dimethoxyphenyl)-3-ethyl-1H-indole-5-carbonyl)piperazine-1-carboxylic acid tert-butyl ester